S1C=CC=2CNC=CC21 4H,5H-thieno[3,2-c]pyridin